(6-{4-[5-(benzyloxy)-6-methylpyrimidine-4-carbonyl]piperazin-1-yl}-2-(dimethylamino)-5-ethyl-7-oxo-[1,2,4]triazolo[1,5-a]pyrimidin-4-yl)acetic acid C(C1=CC=CC=C1)OC=1C(=NC=NC1C)C(=O)N1CCN(CC1)C1=C(N(C=2N(C1=O)N=C(N2)N(C)C)CC(=O)O)CC